2-(benzenesulfonyl)acetic acid C1(=CC=CC=C1)S(=O)(=O)CC(=O)O